Natrium (S)-3-(2',4'-Difluorobiphenyl-3-yl)-3-(3-(1-methyl-4-oxido-2-oxo-2,5,6,7-tetrahydro-1H-cyclopenta[b]pyridin-3-yl)ureido)propanoat FC1=C(C=CC(=C1)F)C1=CC(=CC=C1)[C@H](CC(=O)[O-])NC(=O)NC1=C(C2=C(N(C1=O)C)CCC2)[O-].[Na+].[Na+]